(R)-N-((3R,5S)-1-(8-cyanoquinoxalin-5-yl)-5-methylpiperidin-3-yl)-2-methoxypropionamide C(#N)C=1C=CC(=C2N=CC=NC12)N1C[C@@H](C[C@@H](C1)C)NC([C@@H](C)OC)=O